N-(3-aminopropyl)-5-[[2-chloro-6-[4-[4-[(4R)-4-amino-2-oxo-pyrrolidin-1-yl]phenyl]sulfonylpiperazin-1-yl]-4-pyridyl]-difluoro-methyl]pyrazine-2-carboxamide NCCCNC(=O)C1=NC=C(N=C1)C(F)(F)C1=CC(=NC(=C1)N1CCN(CC1)S(=O)(=O)C1=CC=C(C=C1)N1C(C[C@H](C1)N)=O)Cl